racemic-2,6-dimethyl-1-indanamine CC1C(C2=CC(=CC=C2C1)C)N